2,6-difluoro-N-(1-(4-hydroxy-2-(trifluoromethyl)benzyl)-1H-pyrazol-3-yl)benzamide FC1=C(C(=O)NC2=NN(C=C2)CC2=C(C=C(C=C2)O)C(F)(F)F)C(=CC=C1)F